6-bromo-1-methyl-1,2-dihydro-3H-benzo[e]indole-3-carboximidamide BrC1=CC=CC=2C=3C(CN(C3C=CC21)C(N)=N)C